C(C)N1C(C(=CC(=C1)[N+](=O)[O-])N)N N1-ethyl-5-nitropyridine-2,3-diamine